ClCC=1C=C(C2=C(N=C(O2)C=2C(=C(C=CC2)C2=C(C(=CC=C2)C=2OC3=C(N2)C=C(C(=C3)OC(F)F)CN3[C@@H](CCC3)C(=O)OC)C)C)C1)C(F)(F)F methyl ((2-(3'-(5-(chloromethyl)-7-(trifluoromethyl) benzo[d]oxazol-2-yl)-2,2'-dimethyl-[1,1'-biphenyl]-3-yl)-6-(difluoromethoxy) benzo[d]oxazol-5-yl) methyl)-L-prolinate